2,6-dioxopiperidin-3-ylisoindoline O=C1NC(CCC1C1NCC2=CC=CC=C12)=O